2-((((9H-fluoren-9-yl)methoxy)carbonyl)amino)-3-(tritylthio)propionic acid C1=CC=CC=2C3=CC=CC=C3C(C12)COC(=O)NC(C(=O)O)CSC(C1=CC=CC=C1)(C1=CC=CC=C1)C1=CC=CC=C1